1H-imidazole-4,5-dicarboxylic acid cobalt [Co].N1C=NC(=C1C(=O)O)C(=O)O